O1N=CC2=C1C(C1=C(C2=O)C=CS1)=O thieno[2',3':4,5]benzo[1,2-d]isoxazole-4,8-dione